FC(C=1C=C(C=C(C1)C(F)(F)F)NC(=O)N[C@@H]1CN(C[C@H]1C1=CC(=C(C=C1)Cl)Cl)C(=O)OC(C)(C)C)(F)F |o1:16,20| tert-butyl (3S*,4R*)-3-({[3,5-bis(trifluoromethyl)phenyl]carbamoyl}amino)-4-(3,4-dichlorophenyl)pyrrolidine-1-carboxylate